Dodecanoyl-L-carnitine CCCCCCCCCCCC(=O)O[C@H](CC(=O)[O-])C[N+](C)(C)C